(s)-(+)-2-phenylbutyric acid CC[C@@H](C1=CC=CC=C1)C(=O)O